COC1=CC=C(OC2=CC=C(C=O)C=C2)C=C1 4-(4-methoxyphenoxy)benzaldehyde